FC(C1=CC=C(CC2=C3CCNCC3=CC=C2)C=C1)(F)F 5-(4-(trifluoromethyl)benzyl)-1,2,3,4-tetrahydroisoquinoline